(2R,3S,5R)-2-((bis(4-methoxyphenyl)(phenyl)methoxy) methyl)-5-(6-(2-((4-(tert-butyl)phenyl)thio)ethyl)-9H-purin-9-yl)tetrahydrofuran-3-yl (2-cyanoethyl) diisopropylphosphoramidite C(C)(C)N(P(O[C@@H]1[C@H](O[C@H](C1)N1C2=NC=NC(=C2N=C1)CCSC1=CC=C(C=C1)C(C)(C)C)COC(C1=CC=CC=C1)(C1=CC=C(C=C1)OC)C1=CC=C(C=C1)OC)OCCC#N)C(C)C